ClC1=NC=C(C=C1CC#N)F 2-(2-chloro-5-fluoropyridin-3-yl)acetonitrile